13-hydroxy-9-octadecenoic acid OC(CCC=CCCCCCCCC(=O)O)CCCCC